4-[(1R)-1-carboxy-2-methoxyethyl]-1-methylpiperazin-1-ium (2R,3R)-3-carboxy-2,3-dihydroxypropionate hydrate O.C(=O)(O)[C@@H]([C@H](C(=O)[O-])O)O.C(=O)(O)[C@@H](COC)N1CC[NH+](CC1)C